FC1=C(C(=CC=C1)F)C1=C(C(=CC=C1)CC(=O)N[C@H]1C(CCC[C@@H]1N1CCN(CC1)C(C)C)(F)F)OC 2-(2',6'-difluoro-2-methoxy-[1,1'-biphenyl]-3-yl)-N-((1R,6S)-2,2-difluoro-6-(4-isopropylpiperazin-1-yl)cyclohexyl)acetamide